Cl.ClC1=C(C(=O)NC2=C3C=NN(C3=CC=C2)C=2C=NC(=CC2)CO)C=C(C=C1)CNC(C(C)(C)C)=O 2-chloro-5-{[(2,2-dimethylpropionyl)amino]methyl}-N-{1-[6-(hydroxymethyl)pyridin-3-yl]-1H-indazol-4-yl}benzamide hydrochloride